C(C)(=O)N1CCC(CC1)N1N=CC(=C1C(=O)NC1=C(C=C(C=C1)OCC1=CC=CC=C1)C)Cl 1-(1-acetylpiperidin-4-yl)-N-(4-(benzyloxy)-2-methylphenyl)-4-chloro-1H-pyrazole-5-carboxamide